C(C(CC)C(=O)[O-])(C(=O)OCCCCCCCCCCCCC)(C(=O)OCCCCCCCCCCCCC)C(=O)[O-] di(tridecyl) butanetetracarboxylate